C(C)C1=CC2=C(C(COC23CCN(CC3)CC=3C=NN(C3)C)C)S1 2-ethyl-7-methyl-1'-[(1-methylpyrazol-4-yl)methyl]spiro[6,7-dihydrothieno[3,2-c]pyran-4,4'-piperidine]